C(CCC)(=O)N1CC(C1)(C(=O)N(C1=CC=CC=C1)CC1=NC=C(C=C1)C=1OC(=NN1)C(F)F)F 1-butyryl-N-((5-(5-(difluoromethyl)-1,3,4-oxadiazol-2-yl)pyridin-2-yl)methyl)-3-fluoro-N-phenylazetidin-3-carboxamide